FC1=C(C=2C=CC(NC2C=C1)=O)C#N 6-fluoro-2-oxo-1H-quinoline-5-carbonitrile